2,2-dicyanoethyl methyl carbonate C(OCC(C#N)C#N)(OC)=O